cyclobutanecarboxylic acid bis-toluenesulphonic acid salt C(C1=CC=CC=C1)S(=O)(=O)O.C(C1=CC=CC=C1)S(=O)(=O)O.C1(CCC1)C(=O)O